OC[C@H](N)[C@H](O)CCCCCCCCCCCCCCC Sphinganin